ClC1=C(C=CC(=C1)OC)C1=C(C=CC(=C1)F)C1=NC(=NO1)C1=CC=C(C=C1)C=1N(C=C(N1)C(F)(F)F)C 5-(2'-chloro-5-fluoro-4'-methoxy-[1,1'-biphenyl]-2-yl)-3-(4-(1-methyl-4-(trifluoromethyl)-1H-imidazol-2-yl)phenyl)-1,2,4-oxadiazole